1-{2-[4-(4-aminopiperidin-1-yl)-3-(3-fluoro-5-methoxyphenyl)quinolin-6-yl]-6-fluorophenyl}-3-methoxyurea NC1CCN(CC1)C1=C(C=NC2=CC=C(C=C12)C1=C(C(=CC=C1)F)NC(=O)NOC)C1=CC(=CC(=C1)OC)F